(S)-Dibenzyl 2-(3-(N-(benzyloxy)-4-(4-(4-(3-fluoropropyl)-1H-1,2,3-triazol-1-yl)phenyl)butanamido)propanamido)pentanedioate C(C1=CC=CC=C1)ON(C(CCCC1=CC=C(C=C1)N1N=NC(=C1)CCCF)=O)CCC(=O)N[C@H](C(=O)OCC1=CC=CC=C1)CCC(=O)OCC1=CC=CC=C1